2-(2H-1,2,3-benzotriazol-2-yl)-6-butoxy-4-(2,4,4-trimethylpent-2-yl)phenol N=1N(N=C2C1C=CC=C2)C2=C(C(=CC(=C2)C(C)(CC(C)(C)C)C)OCCCC)O